L-1,3-dimethylol-5,5-dimethylhydantoin C(O)N1C(=O)N(C(=O)C1(C)C)CO